ClC1=NC=C(C=N1)CN1C=CC=C2C1=NC(N(C2=O)C2=CC=C(C=C2)OCC(F)(F)F)=O 8-((2-chloropyrimidin-5-yl)methyl)-3-(4-(2,2,2-trifluoroethoxy)phenyl)pyrido[2,3-d]pyrimidine-2,4(3H,8H)-dione